N[C@@H]1CN(CCC1)C=1C=CC(=NC1)CO {5-[(3S)-3-aminopiperidin-1-yl]pyridin-2-yl}methanol